OC1=CC2=C(C=C(C(O2)=O)C(=O)N[C@@H](CCCNC(N)=N)C(=O)N[C@@H](CC(C)C)C(=O)N[C@@H](CCCNC(N)=N)C(=O)NCC(=O)NCC(=O)O)C=C1 (7-hydroxy-2-oxo-2H-benzopyran-3-carbonyl)-L-arginyl-L-leucyl-L-arginyl-glycyl-glycine